CSC=1C=C(C=C(C1)SC)SC1=CC(=CC(=C1)SC)SC bis(3,5-dimethylthiophenyl) sulfide